C(C)(=O)OC[C@@H]1[C@H]([C@@H]([C@H]([C@@H](O)O1)NC(=O)OCC1=CC=CC=C1)OCC1=CC=CC=C1)O 2-deoxy-2-[[benzyloxycarbonyl] amino]-3-O-benzyl-alpha-D-glucopyranoside 6-acetate